BrC1=C(C(=C(C2=C(C(=C(C(=C12)[2H])[2H])[2H])[2H])Br)[2H])[2H] 1,4-dibromonaphthalene-d6